NC1=CC(=C(OC=2C=C3CCN(C(C3=CC2)=O)C2=CC=C(C=C2)F)C(=C1)Cl)Cl 6-(4-amino-2,6-dichlorophenoxy)-2-(4-fluorophenyl)-3,4-dihydroisoquinolin-1(2H)-one